COC1=C(C=CC(=C1)N1CCC(CC1)C(F)(F)F)NC1=CC=C(CN2CC(CC2=O)C(=O)N)C=C1 (4-((2-methoxy-4-(4-(trifluoromethyl)piperidin-1-yl)phenyl)amino)benzyl)-5-oxopyrrolidine-3-carboxamide